N-(cyclopropylmethyl)-6-{3-[3-(difluoromethyl)pyrrolidin-1-yl]propoxy}-7-methoxy-1H,2H,3H-cyclopenta[b]quinolin-9-amine C1(CC1)CNC1=C2C(=NC=3C=C(C(=CC13)OC)OCCCN1CC(CC1)C(F)F)CCC2